F[P-](F)(F)(F)(F)F.N1(N=NC2=C1N=CC=C2)OC(=[N+](C)C)N(C)C (7-azabenzotriazole-1-yl)-N,N,N',N'-tetramethyluronium hexafluorophosphate